amino-2'-deoxy-cytidine triphosphate P(O)(=O)(OP(=O)(O)OP(=O)(O)O)OC[C@@H]1[C@H](C[C@@](O1)(N1C(=O)N=C(N)C=C1)N)O